C(N)(=O)[C@@H]1C[C@@]2(CN1C(=O)OC(C)(C)C)C(NCC=1N2C=CN1)=O t-butyl (5R,5'S)-5'-carbamoyl-6-oxo-7,8-dihydro-6H-spiro[imidazo[1,2-a]pyrazine-5,3'-pyrrolidine]-1'-carboxylate